COC1=C(CNC(C(=O)O)(CO)C)C(=CC(=C1)\C=C\C=1C(=C(C=CC1)C1=CC=CC=C1)C)OC (E)-2-(2,6-dimethoxy-4-(2-(2-methylbiphenyl-3-yl)vinyl)benzylamino)-3-hydroxy-2-methylpropionic acid